6-(4-((1H-indazol-5-yl)amino)pyrimidin-2-yl)-N-cyclopropylbenzo[b]thiophene-2-carboxamide N1N=CC2=CC(=CC=C12)NC1=NC(=NC=C1)C=1C=CC2=C(SC(=C2)C(=O)NC2CC2)C1